C(#N)C=1C=CC(=C(C1)C1=NN=C(O1)C(=O)N[C@H]1CN([C@@H](C1)C)C#N)OC 5-(5-Cyano-2-methoxyphenyl)-N-((3R,5R)-1-Cyano-5-Methylpyrrolidin-3-yl)-1,3,4-oxadiazol-2-carboxamid